3-(5-(4-((1-(2-(2,6-dioxopiperidin-3-yl)-1,3-dioxoisoindolin-4-yl)piperidin-4-yl)methyl)piperazin-1-yl)-1,3,4-thiadiazole-2-yl)-4-(isopropylamino)-5H-pyrido(3,2-b)indole-7-carbonitrile O=C1NC(CCC1N1C(C2=CC=CC(=C2C1=O)N1CCC(CC1)CN1CCN(CC1)C1=NN=C(S1)C1=C(C=2NC=3C=C(C=CC3C2N=C1)C#N)NC(C)C)=O)=O